FC1=CC2=C(CC(O2)(C)C)C=C1C(=O)N 6-fluoro-2,2-dimethyl-2,3-dihydrobenzofuran-5-carboxamide